5,7-difluoro-1-(4-(N-methylphenylsulfonamido)phenyl)-9H-pyrido[3,4-b]indole-3-carboxylic acid FC1=C2C3=C(NC2=CC(=C1)F)C(=NC(=C3)C(=O)O)C3=CC=C(C=C3)N(S(=O)(=O)C3=CC=CC=C3)C